potassium trifluoroacetate FC(C(=O)[O-])(F)F.[K+]